ClC1=CC=C(CCC2=NOC(=N2)CN2C(NC(=C(C2=O)C)C)=O)C=C1 3-((3-(4-chlorophenethyl)-1,2,4-oxadiazol-5-yl)methyl)-5,6-dimethylpyrimidine-2,4(1H,3H)-dione